C1(=CC=CC=C1)C1=C(C2=C(SC3=C2C=CC=C3)C=C1)C1=NN=NC(=C1C1=C(C(=CC=3C2=CC=CC=C2CC13)C)C)C1=CC=CC=C1 (phenyl)[(phenyl)(dimethyl-fluorenyl)triazinyl]dibenzothiophene